(3-(2-methyl-2H-pyrazolo[3,4-b]pyridin-5-yl)-6-quinoxalinyl)(1-pyrrolidinyl)methanone CN1N=C2N=CC(=CC2=C1)C=1C=NC2=CC=C(C=C2N1)C(=O)N1CCCC1